1-(3-methoxybenzyl)-2-(3-((4-(trifluoromethyl)benzyl)sulfinyl)prop-1-en-1-yl)disulfane COC=1C=C(CSSC=CCS(=O)CC2=CC=C(C=C2)C(F)(F)F)C=CC1